FC(C1=C(C=C(C=C1F)CC[C@@H](C(=O)O)NC(=O)OCC1C2=CC=CC=C2C=2C=CC=CC12)F)F (2S)-4-[4-(difluoromethyl)-3,5-difluoro-phenyl]-2-(9H-fluoren-9-ylmethoxycarbonyl-amino)-butyric acid